C(CO)O ETHYLENE GLycol